((4-chloro-5-(1-(ethoxycarbonyl)cyclopropyl)pyrimidin-2-yl)amino)piperidine-1-carboxylic acid tert-butyl ester C(C)(C)(C)OC(=O)N1C(CCCC1)NC1=NC=C(C(=N1)Cl)C1(CC1)C(=O)OCC